N-(4-(dimethyl-amino)butyl)-5-[18F]fluoropicolinamide CN(CCCCNC(C1=NC=C(C=C1)[18F])=O)C